(azetidin-2-yl)methanone N1C(CC1)C=O